OB1OCC2=C1C(=C(C=C2)C(=O)N[C@@H](C(C)C)C(=O)OCC2=CC1=C(S(CC1=O)(=O)=O)C=C2)C (1,1-Dioxido-3-oxo-2,3-dihydrobenzo[b]thiophen-5-yl)methyl (1-hydroxy-7-methyl-1,3-dihydrobenzo[c][1,2]oxaborole-6-carbonyl)-L-valinate